4-hydroxy-N,N,2-trimethylbenzimidazole-6-carboxamide OC1=CC(=CC=2N=C(NC21)C)C(=O)N(C)C